COC1=C(C=CC(=C1)OC)CNC1=CC=2N(C(N(CC2C=N1)C1=C(C=CC=C1C)F)=O)[C@@H]1CC[C@H](CC1)N(C(OC(C)(C)C)=O)C trans-tert-butyl N-[4-[7-[(2,4-dimethoxyphenyl)methylamino]-3-(2-fluoro-6-methyl-phenyl)-2-oxo-4H-pyrido[4,3-d]pyrimidin-1-yl]cyclohexyl]-N-methyl-carbamate